1,4-dithiolene S1C=CSC1